1-(4-(2-hydroxyethyl)-1,5-dimethyl-1H-pyrazol-3-yl)-2,2-dimethylpropan-1-one OCCC=1C(=NN(C1C)C)C(C(C)(C)C)=O